O[C@H]([C@@H](C(=O)N1CC2=NN(C=C2C1)S(=O)(=O)C1=CC=C2C=NNC2=C1)C1=CC=CC=C1)C (2S,3S)-3-hydroxy-1-[2-(1H-indazole-6-sulfonyl)-2H,4H,5H,6H-pyrrolo[3,4-c]pyrazol-5-yl]-2-phenylbutan-1-one